FC1=C(C=C(C=C1)CC1=NNC(C2=CC=CC=C12)=O)P1(CCN(CC1)C1=CC=C(C#N)C=C1)=O 4-(4-(2-fluoro-5-((4-oxo-3,4-dihydrophthalazin-1-yl)methyl)phenyl)-4-oxido-1,4-azaphosphinan-1-yl)benzonitrile